3-(3-(4-amino-1-isopropyl-1H-pyrazolo[4,3-c]pyridin-3-yl)isoxazol-5-yl)oxetan-3-ol 2,2,2-trifluoro-acetate FC(C(=O)O)(F)F.NC1=NC=CC2=C1C(=NN2C(C)C)C2=NOC(=C2)C2(COC2)O